CN(C/C=C/C(=O)N1[C@H]2C[C@H]2C[C@@H]1C#CC=1C=NC=CC1N1C=C(C=2C(NCCC21)=O)NC2=C(C(=CC=C2)F)OC)C (3-{2-[(1S,3R,5S)-2-[(2E)-4-(dimethylamino)but-2-enoyl]-2-azabicyclo[3.1.0]hexan-3-yl]ethynyl}pyridin-4-yl)-3-[(3-fluoro-2-methoxyphenyl)amino]-1H,5H,6H,7H-pyrrolo[3,2-c]pyridin-4-one